2-(4-(2-(2,6-dimethylpyridin-4-yl)-3-isopropyl-1H-indol-5-yl)piperidin-1-yl)-1-(3-methoxyazetidin-1-yl)ethan-1-one CC1=NC(=CC(=C1)C=1NC2=CC=C(C=C2C1C(C)C)C1CCN(CC1)CC(=O)N1CC(C1)OC)C